2-(4-ethynyl-3,5-difluorophenyl)-5-pentyl-1,3-dioxane C(#C)C1=C(C=C(C=C1F)C1OCC(CO1)CCCCC)F